1-(4-(3-(difluoromethyl)-5-fluorobenzyl)pyridin-4-yl)-5-(hydroxymethyl)-3-methyl-1H-pyrazole-4-carboxamide FC(C=1C=C(CC2(CC=NC=C2)N2N=C(C(=C2CO)C(=O)N)C)C=C(C1)F)F